racemic-2-methyl-5-(4-(((1R,5R,6S)-6-methyl-2-azabicyclo[3.2.0]heptan-6-yl)oxy)pyrazolo[1,5-a]pyrazin-6-yl)thiazole hydrochloride Cl.CC=1SC(=CN1)C=1N=C(C=2N(C1)N=CC2)O[C@@]2([C@@H]1CCN[C@@H]1C2)C |r|